F\C=C/1\[C@@](CN(CC1)C(=O)OC(C)(C)C)(C(=O)OC)C 1-(tert-butyl) 3-methyl (S,E)-4-(fluoromethylene)-3-methylpiperidine-1,3-dicarboxylate